potassium hydrogen metabisulfite S(=O)(=O)(O)S(=O)[O-].[K+]